1-[5-(5-chloro-2-methoxypyridin-4-yl)-1H-pyrazole-3-carbonyl]-N-[(3-methyloxypentan-3-yl)methyl]piperidine-4-carboxamide ClC=1C(=CC(=NC1)OC)C1=CC(=NN1)C(=O)N1CCC(CC1)C(=O)NCC(CC)(CC)OC